2-(7-acryloyl-5-(6-amino-4-bromo-1H-benzo[d]imidazole-7-carbonyl)-3,4,5,5a,6,7,8,9-octahydro-2H-1,2,5,7-tetraazabenzo[cd]azulen-2-yl)-5-cyclopropylphenyl acetate C(C)(=O)OC1=C(C=CC(=C1)C1CC1)N1N=C2CCN(CC3C2=C1CCN3C(=O)C3=C(C=C(C1=C3NC=N1)Br)N)C(C=C)=O